6-{[(3-chloropropyl)sulfonyl]amino}-N,N-bis(4-methoxybenzyl)hexanamide ClCCCS(=O)(=O)NCCCCCC(=O)N(CC1=CC=C(C=C1)OC)CC1=CC=C(C=C1)OC